N-(1H-benzo[d]imidazol-6-yl)benzo[B]thiophene-2-carboxamide N1C=NC2=C1C=C(C=C2)NC(=O)C2=CC1=C(S2)C=CC=C1